C(\C=C/C(=O)O)(=O)O.C(CCCCCCCCCCCCCCCCCCCCC)O behenyl alcohol maleate